C(C)(=O)C1=CC(=C(OCC(=O)O)C=C1)OC (4-ACETYL-2-METHOXYPHENOXY)ACETIC ACID